14-bromo-4,6,8,10,12-pentamethylpentadecyl methoxymethyl ether COCOCCCC(CC(CC(CC(CC(CC(C)Br)C)C)C)C)C